C[C@@H](CC)[C@H]1N([C@H](OC1=O)C(C)(C)C)C(=O)OCC1=CC=CC=C1 Benzyl (2R,4R)-4-[(2S)-butan-2-yl]-2-tert-butyl-5-oxo-1,3-oxazolidine-3-carboxylate